FC=1C=C2C=C(C(NC2=CC1)=O)C=1N=NN(C1)C1=CC=C(C=C1)C(=O)N1C[C@H](CC1)COC 6-fluoro-3-{1-[4-((S)-3-methoxymethyl-pyrrolidine-1-carbonyl)-phenyl]-1H-[1,2,3]triazol-4-yl}-1H-quinolin-2-one